(3R,4R)-4-{[5-(2,4-difluoro-phenyl)-isoxazole-3-carbonyl]-amino}-1-((1S,2R)-2-methyl-cyclopentyl)-piperidine-3-carboxylic acid dimethylamide CN(C(=O)[C@@H]1CN(CC[C@H]1NC(=O)C1=NOC(=C1)C1=C(C=C(C=C1)F)F)[C@@H]1[C@@H](CCC1)C)C